ClC1=C(C=C(C=C1Cl)Cl)C=1OC=CN1 2-(2,3,5-trichlorophenyl)oxazole